3-(6-bromopyridin-2-yl)-6-isopropoxyimidazo[1,2-a]pyrazine BrC1=CC=CC(=N1)C1=CN=C2N1C=C(N=C2)OC(C)C